(S)-1-(1H-benzo[d]imidazol-5-yl)-4-(4-(3,3-difluoropropoxy)-2,6-difluorophenyl)azetidin-2-one N1C=NC2=C1C=CC(=C2)N2C(C[C@H]2C2=C(C=C(C=C2F)OCCC(F)F)F)=O